4-tert-butyl-(S)-(1-(6-bromopyridin-3-yl)ethyl)carbamate C(C)(C)(C)C1=C(C=NC(=C1)Br)[C@H](C)NC([O-])=O